NC1=NC=NN2C1=C(C=1[C@H](C[C@H](CC21)NC(C=C)=O)C)C=2C=NC1=CC=CC=C1C2 (6S,8R)-N-(4-amino-6-methyl-5-(quinolin-3-yl)-6,7,8,9-tetrahydro-[1,2,4]triazino[1,6-a]indol-8-yl)acrylamide